perhydropyrene C1CCC2CCC3CCCC4CCC1C2C34